tert-butyl 2-[(2-nitrophenyl)sulfonylamino]benzoate [N+](=O)([O-])C1=C(C=CC=C1)S(=O)(=O)NC1=C(C(=O)OC(C)(C)C)C=CC=C1